BrC1=CC=C2CCN(CC2=C1)C(=O)[O-] 7-bromo-3,4-dihydroisoquinoline-2(1H)-carboxylate